3-[[(1R)-1-(2,6-dichloro-3-fluorophenyl)ethyl]oxy]-2-nitropyridine ClC1=C(C(=CC=C1F)Cl)[C@@H](C)OC=1C(=NC=CC1)[N+](=O)[O-]